C(C(=C)C)(=O)OCCC[Si](OC)(OC)OC 3-(methacryloyloxy)propyl-trimethoxysilicon